N12C[C@H](C(CC1)CC2)N(C(O)=O)[C@@H]2C(CC1=CC(=C(C=C21)F)C2=CC=C(C=C2)OC(C)C)(C)C.COC=2C=C(C=NC2)C#CC=O 3-(5-methoxypyridine-3-yl)propynal (S)-quinuclidin-3-yl-((R)-6-fluoro-5-(4-isopropoxyphenyl)-2,2-dimethyl-2,3-dihydro-1H-inden-1-yl)carbamate